OC(CNC(=O)C=1NC2=CC=C(C=C2C1)C=1C=NC(=C(C1)OCC1=C(C=CC=C1Cl)Cl)N)CN1CCCC1 5-[6-amino-5-(2,6-dichloro-benzyloxy)-pyridin-3-yl]-1H-indole-2-carboxylic acid (2-hydroxy-3-pyrrolidin-1-yl-propyl)-amide